(2R,5'S)-1'-((S)-3-cyclopropyl-2-(methylamino)propanoyl)-5,7-difluoro-3-oxo-3,4-dihydrospiro[benzo[b][1,4]oxazine-2,3'-pyrrolidine]-5'-carboxamide hydrochloride Cl.C1(CC1)C[C@@H](C(=O)N1C[C@]2(C[C@H]1C(=O)N)C(NC1=C(O2)C=C(C=C1F)F)=O)NC